FC1=C(C=CC(=C1)F)N1C=C(C=2C1=NC=C(C2)C=2C(=NOC2C)C)C=2C(=CC(=NC2OCC)C(=O)O)OCC 5-(1-(2,4-difluorophenyl)-5-(3,5-dimethylisoxazol-4-yl)-1H-pyrrolo[2,3-b]pyridin-3-yl)-4,6-diethoxypicolinic acid